C(#N)C1=CC(=NC=C1)N1CC2(C3=C1N=CN=C3N3C[C@H](N(C[C@@H]3C)C(=O)OC(C)(C)C)C)CC(C2)OC tert-butyl (2R,5S)-4-((1s,3s)-7'-(4-cyanopyridin-2-yl)-3-methoxy-6',7'-dihydrospiro[cyclobutane-1,5'-pyrrolo[2,3-d]pyrimidin]-4'-yl)-2,5-dimethylpiperazine-1-carboxylate